CC(C=O)CCC 2-Methylvaleraldehyd